CC1(OCC1)COC=1C=NC=CC1CN 1-{3-[(2-methyloxetan-2-yl)methoxy]pyridin-4-yl}methanamine